N-(3-(2'-((furan-2-ylmethyl)amino)-7'-oxo-5'H-spiro[cyclopropane-1,8'-pyrido[4,3-d]pyrimidine]-6'(7'H)-yl)-4-methylphenyl)-3-(trifluoromethyl)benzamide O1C(=CC=C1)CNC=1N=CC2=C(N1)C1(C(N(C2)C=2C=C(C=CC2C)NC(C2=CC(=CC=C2)C(F)(F)F)=O)=O)CC1